(R)-5-(4-((2-(3,5-dimethyl-4H-1,2,4-triazol-4-yl)pyrimidin-5-yl)methyl)piperazin-2-yl)-4-methylisobenzofuran-1(3H)-one CC1=NN=C(N1C1=NC=C(C=N1)CN1C[C@H](NCC1)C=1C(=C2COC(C2=CC1)=O)C)C